Methyl (4-(5-(4-((4-methylpiperazin-1-yl)methyl)phenyl)-1H-pyrrolo[2,3-b]pyridin-3-yl)phenyl)carbamate CN1CCN(CC1)CC1=CC=C(C=C1)C=1C=C2C(=NC1)NC=C2C2=CC=C(C=C2)NC(OC)=O